Cl.FC(C=1C=C(C=CC1)[C@@H](C#C)N)(F)F |r| (±)-1-(3-(trifluoromethyl)phenyl)prop-2-yn-1-amine hydrochloride